ethyl-N-(2-hydroxyethyl)-2-methoxybenzamide C(C)C=1C(=C(C(=O)NCCO)C=CC1)OC